C(C)(C)(C)C1=C(C(=O)NCC2=CC=C(C=C2)B2OC(C(O2)(C)C)(C)C)C=CC=C1 tert-butyl-N-(4-(4,4,5,5-tetramethyl-1,3,2-dioxaborolan-2-yl)benzyl)benzamide